tert-butyl 4-(4-amino-3-methylphenyl)piperazine-1-carboxylate NC1=C(C=C(C=C1)N1CCN(CC1)C(=O)OC(C)(C)C)C